(Z)-5-(bromomethyl)-1-methyl-3-(pyrimidin-5-ylmethyl)imidazoline BrCC1CN(CN1C)CC=1C=NC=NC1